CC1=CC(=NN1)NC1=NC(=NC2=CC(=CC=C12)N1CCCC1)NC1CC2CCC(C1)N2CCC#N 3-((3-exo)-3-((4-((5-methyl-1H-pyrazol-3-yl)amino)-7-(pyrrolidin-1-yl)quinazolin-2-yl)amino)-8-azabicyclo[3.2.1]oct-8-yl)propionitrile